2,4,6-trichloropyrimidin-5-amine ClC1=NC(=C(C(=N1)Cl)N)Cl